3-oxo-3-(4-(5-(trifluoromethyl)pyrimidin-2-yl)piperazin-1-yl)prop-1-ene O=C(C=C)N1CCN(CC1)C1=NC=C(C=N1)C(F)(F)F